ClC1=CC(=C(OC=2C=CC(=C(C2)C2(N(C(CC2)=O)C)C(=O)N)OC)C=C1)F (5-(4-chloro-2-fluorophenoxy)-2-methoxyphenyl)-1-methyl-5-oxopyrrolidine-2-carboxamide